N-[2-(6-chloro-2-pyridyl)-3-methyl-2-(1-methylpyrazol-4-yl)butyl]-5-(2,4-difluorophenyl)isoxazole-3-carboxamide ClC1=CC=CC(=N1)C(CNC(=O)C1=NOC(=C1)C1=C(C=C(C=C1)F)F)(C(C)C)C=1C=NN(C1)C